BrC=1C=C(C=NC1)C(=O)NC=1C=C(C(=O)O)C=CC1C 3-[(5-bromopyridine-3-carbonyl)amino]-4-methylbenzoic acid